6-fluoro-2,8-diazaspiro[4.5]decan-3-one hydrochloride Cl.FC1C2(CC(NC2)=O)CCNC1